FC=1C=CC(=C(C1)C1(CC1)C1=NOC(=N1)C1=NN(C(=C1)C)C1=C(C=CC=C1)F)C 3-(1-(5-fluoro-2-methylphenyl)cyclopropyl)-5-(1-(2-fluorophenyl)-5-methyl-1H-pyrazol-3-yl)-1,2,4-oxadiazole